FC(CN1C=CC=2C(=NC(=CC21)NC=2SC(=CN2)C)C=2C=CC(=C(C2)NC(C=C)=O)F)F N-(5-(1-(2,2-difluoroethyl)-6-((5-methylthiazol-2-yl)amino)-1H-pyrrolo[3,2-c]pyridin-4-yl)-2-fluorophenyl)acrylamide